(R)-N-(5-(5-(difluoromethyl)-1,2,4-oxadiazol-3-yl)-2,3-dihydro-1H-inden-1-yl)-1-methyl-1H-pyrazole-5-carboxamide FC(C1=NC(=NO1)C=1C=C2CC[C@H](C2=CC1)NC(=O)C1=CC=NN1C)F